(R)-6'-chloro-2'-oxo-1'-(1-propyl-1H-pyrazol-4-yl)-5,7-dihydrospiro[cyclopenta[b]pyridine-6,3'-indoline]-3-carboxylic acid ClC1=CC=C2[C@@]3(C(N(C2=C1)C=1C=NN(C1)CCC)=O)CC=1C(=NC=C(C1)C(=O)O)C3